1-(3-trifluoromethoxybenzenesulfonyl)piperidine FC(OC=1C=C(C=CC1)S(=O)(=O)N1CCCCC1)(F)F